1-(ethylamino)-4-(2-hydroxypyridin-3-yl)-6-(trifluoromethyl)-3H-pyrido[1,2-C]pyrimidin-3-one C(C)NC1=NC(C(=C2N1C=CC(=C2)C(F)(F)F)C=2C(=NC=CC2)O)=O